FC=1C2=C(N3C1C=NCC3)N=CC(=C2)N2CCN(CC2)C 5-fluoro-3-(4-methylpiperazin-1-yl)-8,9-dihydropyrido[3',2':4,5]pyrrolo[1,2-a]pyrazin